COC(=O)C1=C(C=2N(C=C1)N=CC2)C#CC#CCC(C=2C(N(C=CC2)C)=O)C2=C(C=CC(=C2)F)F 4-(6-(2,5-difluorophenyl)-6-(1-methyl-2-oxo-1,2-dihydropyridin-3-yl)hex-1,3-diyn-1-yl)pyrazolo[1,5-a]pyridine-5-carboxylic acid methyl ester